COC=1C=CC2=C(\C(\C(C=3C(=NC=NC23)N)(C)C)=N/OC[C@@H]2CN(CC2)C)C1 (6Z)-8-methoxy-5,5-dimethyl-6-[[(3S)-1-methylpyrrolidin-3-yl]methoxyimino]benzo[h]quinazolin-4-amine